COC(=O)C1=CC=C2CC(NCC2=C1)=O 3-oxo-2,4-dihydro-1H-isoquinoline-7-carboxylic acid methyl ester